ClC1=NC(=CC(=C1)N(C)C)C1=NN(N=C1)C 2-chloro-N,N-dimethyl-6-(2-methyl-2H-1,2,3-triazol-4-yl)pyridin-4-amine